C(#N)C1=C2N(C(C(=N1)NCC1=CC(=CC(=C1)C)F)=O)[C@@H](CC2)C(=O)O (S)-1-cyano-3-((3-fluoro-5-methylbenzyl)amino)-4-oxo-4,6,7,8-tetrahydropyrrolo[1,2-a]pyrazine-6-carboxylic acid